3-(2-chloro-3-fluorophenyl)morpholine ClC1=C(C=CC=C1F)C1NCCOC1